OCC[C@H]1N(CCCC1)C1=NC=2N(C(=N1)NCC1=CC=C(C=C1)NC(CC)=O)N=CC2C(C)C (S)-N-(4-(((2-(2-(2-hydroxyethyl)piperidin-1-yl)-8-isopropylpyrazolo[1,5-a][1,3,5]triazin-4-yl)amino)methyl)phenyl)propanamide